(S)-2-cyclopropyl-3,3-difluoro-7-methyl-10-nitro-1,2,3,4-tetrahydro-[1,4]oxaazepino[2,3-C]quinolin-6(7H)-one C1(CC1)[C@@H]1NC2=C(C(N(C=3C=CC(=CC23)[N+](=O)[O-])C)=O)OCC1(F)F